2-(3-(6-([1,1'-biphenyl]-4-yl)-8-phenyldibenzo[b,d]thiophen-4-yl)phenyl)-4,6-diphenyl-1,3,5-triazine C1(=CC=C(C=C1)C1=CC(=CC=2C3=C(SC21)C(=CC=C3)C=3C=C(C=CC3)C3=NC(=NC(=N3)C3=CC=CC=C3)C3=CC=CC=C3)C3=CC=CC=C3)C3=CC=CC=C3